C(C)(C)C1=C(C(=CC(=C1)C(C)C)C(C)C)S(=O)(=O)OC1=NN(C(C=2C1=CN(C(C2)=O)C2(CC2)C(F)F)=O)C 6-(1-(difluoromethyl)cyclopropyl)-2-methyl-1,7-dioxo-1,2,6,7-tetrahydropyrido[3,4-d]pyridazin-4-yl 2,4,6-triisopropylbenzenesulfonate